C(C)(C)(C)OC(=O)NC1=CC=C(C=C1)C1C(CC2C(N1)CCC2)C(=O)OC cis-methyl 2-[4-(tert-butoxycarbonylamino) phenyl]-2,3,4,4a,5,6,7,7a-octahydro-1H-cyclopenta[b]pyridine-3-carboxylate